1-((R)-3'-(2-((2R,5R)-2-(4-fluorophenyl)-5-methylpyrrolidin-1-yl)-2-oxoethyl)-2',4'-dioxo-2,3-dihydrospiro[indene-1,5'-oxazolidine]-5-yl)-3-methylurea FC1=CC=C(C=C1)[C@@H]1N([C@@H](CC1)C)C(CN1C(O[C@]2(C1=O)CCC1=CC(=CC=C12)NC(=O)NC)=O)=O